sodium acetate, tetrahydrate O.O.O.O.C(C)(=O)[O-].[Na+]